COC1=C(C(=O)N)C=C(C=N1)NC(C(=O)N1[C@H](CC[C@@H](C1)C)C=1C=CC2=C(N=C(S2)[C@@H]2C(N(CC2)C)(C)C)C1)=O |&1:30| methoxy-5-(2-((2R,5S)-5-methyl-2-(2-(rac-(S)-1,2,2-trimethylpyrrolidin-3-yl)benzo[d]thiazol-5-yl)piperidin-1-yl)-2-oxoacetamido)nicotinamide